di(2,2-dimethylhexyl) oxalate C(C(=O)OCC(CCCC)(C)C)(=O)OCC(CCCC)(C)C